Octylammonium Iodid [I-].C(CCCCCCC)[NH3+]